C(CCCC(=O)OCC(CCCCCCCC)CCCCCC)(=O)OCCC1CCN(CC1)CCSCCN1CCC(CC1)CCOC(CCCC(=O)OC(C)CCCC)=O O1-[2-[1-[2-[2-[4-[2-[5-(2-hexyloxy)-5-oxo-pentanoyl] oxyethyl]-1-piperidinyl] ethylsulfanyl] ethyl]-4-piperidinyl] ethyl] O5-(2-hexyldecyl) glutarate